ethyl 2-((R)-1-(6-(5-(((((1R,5S,6r)-3,3-difluorobicyclo[3.1.0]hexan-6-yl)(methyl)carbamoyl)oxy)methyl)-1-methyl-1H-1,2,3-triazol-4-yl)-2-ethylpyridin-3-yl)piperidin-3-yl)acetate FC1(C[C@H]2C([C@H]2C1)N(C(=O)OCC1=C(N=NN1C)C1=CC=C(C(=N1)CC)N1C[C@H](CCC1)CC(=O)OCC)C)F